The molecule is an arenesulfonate oxoanion obtained by deprotonation of the sulfo group of 4-hydroxy-3-methoxybenzene-1-sulfonic acid. It is a conjugate base of a 4-hydroxy-3-methoxybenzene-1-sulfonic acid. COC1=C(C=CC(=C1)S(=O)(=O)[O-])O